(1,3-dioxolan-2-yl)triphenylphosphine bromide [Br-].O1C(OCC1)C1=C(C=CC=C1)P(C1=CC=CC=C1)C1=CC=CC=C1